5-fluoro-1-[[4-fluoro-3-[4-[4-[[2-methyl-3-oxo-1-(3-pyridyl)pyrazolo[3,4-d]pyrimidin-6-yl]amino]phenyl]piperazine-1-carbonyl]phenyl]methyl]quinazoline-2,4-dione FC1=C2C(NC(N(C2=CC=C1)CC1=CC(=C(C=C1)F)C(=O)N1CCN(CC1)C1=CC=C(C=C1)NC1=NC=C2C(=N1)N(N(C2=O)C)C=2C=NC=CC2)=O)=O